3-(3-methyl-2-oxo-5-(4-(piperidin-4-yl)but-1-yn-1-yl)-2,3-dihydro-1H-benzimidazol-1-yl)piperidine-2,6-dione CN1C(N(C2=C1C=C(C=C2)C#CCCC2CCNCC2)C2C(NC(CC2)=O)=O)=O